CS(=O)(C)=NC=1C(=CC(N(C1)CC1(CCN(CC12CCCC2)C(=O)OC(C)(C)C)O)=O)C2=CC=CC=C2 tert-Butyl 10-((5-((dimethyl(oxo)-λ6-sulfaneylidene)amino)-2-oxo-4-phenylpyridin-1(2H)-yl)methyl)-10-hydroxy-7-azaspiro[4.5]decane-7-carboxylate